(S)-6-(2-hydroxyethoxy)-4-(6-(4-(2-methoxy-2-phenylacetyl)piperazin-1-yl)pyridin-3-yl)pyrazolo[1,5-a]pyridine-3-carbonitrile 2,2,2-trifluoroacetate FC(C(=O)O)(F)F.OCCOC=1C=C(C=2N(C1)N=CC2C#N)C=2C=NC(=CC2)N2CCN(CC2)C([C@H](C2=CC=CC=C2)OC)=O